CC=1C=C(C=CC1)C=1SC=C(N1)C=O 2-(3-methylphenyl)-1,3-thiazole-4-carbaldehyde